amino(5-(2-hydroxypropan-2-yl)-1-phenyl-1H-pyrazol-3-yl)(oxo-λ6-sulfaneylidene)-2-(2,6-diisopropyl-4-((tetrahydro-2H-pyran-4-yl)ethynyl)phenyl)acetamide NN(C(C(C1=C(C=C(C=C1C(C)C)C#CC1CCOCC1)C(C)C)=[SH2]=O)=O)C1=NN(C(=C1)C(C)(C)O)C1=CC=CC=C1